3,5-dichloro-2,6-difluoropyrimidine ClN1C(N=C(C(=C1)Cl)F)F